CO[2H] methyl deuteroxide